N'-hydroxy-6-methyl-3-[3-(trifluoromethyl)phenoxy]pyridazine-4-carboxamidine ON=C(N)C1=C(N=NC(=C1)C)OC1=CC(=CC=C1)C(F)(F)F